CC=1C(=C(C=C(C1)C(F)(F)F)O)C=1C=CC=2C(N1)=NN(C2)C2(CC2)C=2OC=CN2 3-methyl-2-[2-(1-oxazol-2-ylcyclopropyl)pyrazolo[3,4-b]pyridin-6-yl]-5-(trifluoromethyl)phenol